CN1C[C@@H](CCC1)N1CCC2=C1N=NC(=C2C(F)(F)F)C2=C(C=C(C=C2)C(F)(F)F)O (R)-2-(7-(1-methylpiperidin-3-yl)-4-(trifluoromethyl)-6,7-dihydro-5H-pyrrolo[2,3-c]pyridazin-3-yl)-5-(trifluoromethyl)phenol